C(C)OC(=O)C1=NC(=NS1)Br 3-bromo-1,2,4-thiadiazole-5-carboxylic acid ethyl ester